5-((2-amino-3-fluoropyridin-4-yl)methyl)-3,4-difluoro-2-((2-fluoro-4-vinylphenyl)amino)-N-(prop-2-yn-1-yl)benzamide NC1=NC=CC(=C1F)CC=1C(=C(C(=C(C(=O)NCC#C)C1)NC1=C(C=C(C=C1)C=C)F)F)F